3,3,5,7,7-pentamethyl-1,2,4-trioxepane CC1(OOC(CC(O1)C)(C)C)C